1',2',3',6'-tetrahydro-[2,4'-bipyridine]-5-carbonitrile N1=C(C=CC(=C1)C#N)C=1CCNCC1